N-(3-(6-(4,4,5,5-tetramethyl-1,3,2-dioxaborolan-2-yl)-1H-benzo[d]imidazol-1-yl)phenyl)methanesulfonamide CC1(OB(OC1(C)C)C=1C=CC2=C(N(C=N2)C=2C=C(C=CC2)NS(=O)(=O)C)C1)C